C(CCC)C1=C(C(=C(C(=N1)O)C(=O)N1CCN(CC1)C=1N(C=CN1)C)O)C1=C(C=CC=C1OC)OC 6-butyl-5-(2,6-dimethoxyphenyl)-3-[4-(1-methyl-1H-imidazol-2-yl)piperazine-1-carbonyl]pyridine-2,4-diol